Cl.N[C@@H](CC1=C(C=C(C(=O)NC)C=C1C)C)CN1C(C2=CC=CC=C2C1=O)=O (S)-4-(2-amino-3-(1,3-dioxoisoindolin-2-yl)propyl)-N,3,5-trimethylbenzamide hydrochloride